NC=1C2=C(N=CN1)N(C=C2C2=CC=C(C=C2)OC2=CC=CC=C2)C2CCN(CC2)C(=O)OC(C)(C)C tert-butyl 4-(4-amino-5-(4-phenoxyphenyl)-7H-pyrrolo[2,3-d]pyrimidin-7-yl)piperidine-1-carboxylate